3-(4-amino-2,5-difluorophenyl)-2-(2,6-diethylphenyl)-6,6-dimethyl-2,6-dihydropyrrolo[3,4-c]Pyrazole-5(4H)-carboxylic acid tert-butyl ester C(C)(C)(C)OC(=O)N1C(C2=NN(C(=C2C1)C1=C(C=C(C(=C1)F)N)F)C1=C(C=CC=C1CC)CC)(C)C